FC1=NC=C(C=C1C=1OC2=C(C=C(C=C2C(C1C)=O)C)[C@H](C)O)F 2-(2,5-Difluoro-3-pyridyl)-8-[(1S)-1-hydroxyethyl]-3,6-dimethyl-chromen-4-one